(2,6-Dichloropyridin-4-yl)methyl (S)-2-amino-6-methylheptanoate hydrochloride Cl.N[C@H](C(=O)OCC1=CC(=NC(=C1)Cl)Cl)CCCC(C)C